N-ethyl-5-fluoro-2-(3-methyl-6-{1-[(3R)-2-methyl-6-[(1R,4R)-2-oxa-5-azabicyclo[2.2.1]heptane-5-yl]hexane-3-yl]azetidin-3-yl}imidazo[1,5-a]pyridin-8-yl)-N-(isopropyl)benzamide C(C)N(C(C1=C(C=CC(=C1)F)C=1C=2N(C=C(C1)C1CN(C1)[C@@H](C(C)C)CCCN1[C@H]3CO[C@@H](C1)C3)C(=NC2)C)=O)C(C)C